ClC1=C(C=C(C=C1)N1CC2(C3=NC(=CC=C31)C(=O)N3C(CN(CC3)C3=CC=C(C=N3)CC(=O)O)(C)C)CC(C2)C)F 2-(6-(4-((1s,3s)-1'-(4-chloro-3-fluorophenyl)-3-methyl-1',2'-dihydrospiro[cyclobutane-1,3'-pyrrolo[3,2-b]pyridine]-5'-carbonyl)-3,3-dimethylpiperazin-1-yl)pyridin-3-yl)acetic acid